6-[1-[[5-[5-(difluoromethyl)-1,3,4-oxadiazol-2-yl]thiophen-2-yl]methyl]triazol-4-yl]-1,3-benzothiazol-2-amine FC(C1=NN=C(O1)C1=CC=C(S1)CN1N=NC(=C1)C1=CC2=C(N=C(S2)N)C=C1)F